1,3-diphenylguanidine hydrogen fluoride F.C1(=CC=CC=C1)NC(=N)NC1=CC=CC=C1